C[C@@H]1CC=2N=NC=CC2CN1C(=O)OC(C)(C)C (R)-tert-butyl 7-methyl-7,8-dihydropyrido[4,3-c]pyridazine-6(5H)-carboxylate